6-(cyclopropanecarboxamido)-N-(methyl-d3)-4-((5-methyl-2-(methyl-d3)-4,5-dihydro-2H-pyrazolo[4,3-c][1,6]naphthyridin-6-yl)amino)nicotinamide C1(CC1)C(=O)NC1=NC=C(C(=O)NC([2H])([2H])[2H])C(=C1)NC1=CN=CC=2C=3C(CN(C12)C)=CN(N3)C([2H])([2H])[2H]